5-[4-(pyridin-3-ylmethoxy)-1H,2H,3H-pyrrolo[3,4-c]pyridin-2-yl]-4-(trifluoromethyl)-2,3-dihydropyridazin-3-one N1=CC(=CC=C1)COC1=NC=CC2=C1CN(C2)C2=C(C(NN=C2)=O)C(F)(F)F